3-bromobenzylacrylate BrC=1C=C(COC(C=C)=O)C=CC1